6-(3,5-dimethylisoxazol-4-yl)-1-(benzenesulfonyl)-1H-pyrrole CC1=NOC(=C1C1=CC=CC=C1S(=O)(=O)N1C=CC=C1)C